ClC1=NC(=CC(=N1)N1[C@@H](COCC1)C)C1CCCC1 (3R)-4-(2-chloro-6-cyclopentylpyrimidin-4-yl)-3-methylmorpholine